C(CCC(=O)C)(=O)[O-].CC1=NC(=CC=C1[C@H]1[NH+](CCC1)C)C (2S)-2-(2,6-dimethylpyridin-3-yl)-1-methylpyrrolidin-1-ium levulinate